CC1=NC(=CC(=C1)OC1=CC(=CC=C1)[C@@H]1NC[C@H](CC1)C)C 2,6-dimethyl-4-(3-((2R,5S)-5-methylpiperidin-2-yl)Phenoxy)pyridine